C1=CC=CC=2C3=CC=CC=C3N(C12)C=1C=C(C=CC1)C1=CC(=CC(=C1)C#N)C#N 3'-(9H-carbazol-9-yl)biphenyl-3,5-dinitrile